Benzyl 4-[5-(2,7-dichloro-8-fluoro-pyrido[4,3-d]pyrimidin-4-yl)-4,6,7,8-tetrahydropyrazolo[1,5-a][1,4]diazepine-2-carbonyl]piperazine-1-carboxylate ClC=1N=C(C2=C(N1)C(=C(N=C2)Cl)F)N2CC=1N(CCC2)N=C(C1)C(=O)N1CCN(CC1)C(=O)OCC1=CC=CC=C1